C(C(=C)C)(=O)O.NCCCCCCCCCCCCCCCCCCN1C(CCC1=O)=O N-aminooctadecyl-succinimide methacrylate